FC=1C=NN2C1N=CC1=C2C(CC1(C(=O)OCC)C(=O)OCC)(C)C diethyl 3-fluoro-8,8-dimethyl-7,8-dihydro-6H-cyclopenta[e]pyrazolo[1,5-a]pyrimidine-6,6-dicarboxylate